2-(2-(6-ethoxy-1H-pyrrolo[2,3-b]pyridin-4-yl)-6-((R)-3-methylmorpholino)-pyrimidin-4-yl)-1-imino-tetrahydro-1H-1λ6-thiophene 1-oxide C(C)OC1=CC(=C2C(=N1)NC=C2)C2=NC(=CC(=N2)C2S(CCC2)(=N)=O)N2[C@@H](COCC2)C